3-(4-(2-(1-aminopiperidin-4-yl)-7-azaspiro[3.5]nonan-7-yl)phenyl)piperidine-2,6-dione NN1CCC(CC1)C1CC2(C1)CCN(CC2)C2=CC=C(C=C2)C2C(NC(CC2)=O)=O